(R)-3-(6-chloro-3-(2-(pyrrolidin-1-yl)ethoxy)pyridazin-4-yl)-10-methyl-9,10,11,12-tetrahydro-8H-[1,4]diazepino[5',6':4,5]thieno[3,2-f]quinolin-8-one ClC1=CC(=C(N=N1)OCCN1CCCC1)C1=NC=2C=CC3=C(C2C=C1)C1=C(S3)C(N[C@@H](CN1)C)=O